C1(=CC=CC=C1)P(CCP(C1=CC=CC=C1)C1=CC=CC=C1)C1=CC=CC=C1.[Co] cobalt 1,2-bis(diphenylphosphino)ethane